5-(3-(4-Bromophenyl)-5-(2-chloro-7-ethoxyquinolin-3-yl)-4,5-dihydro-1H-pyrazol-1-yl)-5-oxopentanoic acid BrC1=CC=C(C=C1)C1=NN(C(C1)C=1C(=NC2=CC(=CC=C2C1)OCC)Cl)C(CCCC(=O)O)=O